(2S)-2-(3-chlorophenoxy)butane-1,4-diol ClC=1C=C(O[C@H](CO)CCO)C=CC1